FC1=C2C=C(C=NC2=C(C(=C1)[N+](=O)[O-])O)C 5-fluoro-3-methyl-7-Nitroquinoline-8-ol